(2R)-2-amino-2-(2-chlorophenyl)-6-hydroxycyclohexan-1-one N[C@@]1(C(C(CCC1)O)=O)C1=C(C=CC=C1)Cl